FC1(CCN(CC1)S(=O)(=O)C1=C(C=C(C=C1)C(C)C)C1=C(C=CC=C1)C)C(=O)OCC ethyl 4-fluoro-1-((5-isopropyl-2'-methyl-[1,1'-biphenyl]-2-yl)sulfonyl)piperidine-4-carboxylate